C1CC12CN(CC2)CC2=C1C(=NC(=C2)C(=O)NC2=CC(=CC=C2)C2(CC(C2)CC#N)C2=NN=CN2C)C(CC1)C 4-((5-azaspiro[2.4]heptan-5-yl)methyl)-N-(3-((1s,3s)-3-(cyanomethyl)-1-(4-methyl-4H-1,2,4-triazol-3-yl)cyclobutyl)phenyl)-7-methyl-6,7-dihydro-5H-cyclopenta[b]pyridine-2-carboxamide